(R)-1-((tert-butyldimethylsilyl)oxy)-2-methylhexan-2-amine hydrochloride Cl.[Si](C)(C)(C(C)(C)C)OC[C@@](CCCC)(N)C